ClC1=CC=C(C=C1)CN1C([C@H](CS(C2=C1C=C(C(=C2)F)C=2OC(=NN2)NC2CNCC(C2)(F)F)(=O)=O)NC(OC(C)(C)C)=O)=O tert-butyl N-[(3R)-5-[(4-chlorophenyl)methyl]-7-[5-[(5,5-difluoro-3-piperidyl)amino]-1,3,4-oxadiazol-2-yl]-8-fluoro-1,1,4-trioxo-2,3-dihydro-1λ6,5-benzothiazepin-3-yl]carbamate